7-(3,3-dimethylpiperazin-1-yl)-2-(8-fluoro-2-methylimidazo[1,2-a]pyridin-6-yl)-9-methyl-4H-pyrido[1,2-a][1,3,5]triazin-4-one hydrochloride Cl.CC1(CN(CCN1)C=1C=C(C=2N(C(N=C(N2)C=2C=C(C=3N(C2)C=C(N3)C)F)=O)C1)C)C